4'-methylisoflavone CC1=CC=C(C2=COC3=CC=CC=C3C2=O)C=C1